5-Chloro-2-hydroxy-benzamide ClC=1C=CC(=C(C(=O)N)C1)O